dimethyl 2-((tert-butoxycarbonyl)amino)-4-(cyanomethyl)-2-methylpentanedioate C(C)(C)(C)OC(=O)NC(C(=O)OC)(CC(C(=O)OC)CC#N)C